2,6-diethyl-3,5-difluorobenzyl (1R)-trans-3-(2-cyano-1-propenyl)-2,2-dimethylcyclopropanecarboxylate C(#N)C(=C[C@H]1C([C@@H]1C(=O)OCC1=C(C(=CC(=C1CC)F)F)CC)(C)C)C